2-(5-(difluoromethyl)-3-fluoro-N-methyl-1H-indazole-7-sulfonamido)-N-(4-(tetrahydro-2H-pyran-4-yl)-3,4-dihydro-2H-benzo[b][1,4]oxazin-7-yl)acetamide FC(C=1C=C2C(=NNC2=C(C1)S(=O)(=O)N(C)CC(=O)NC=1C=CC2=C(OCCN2C2CCOCC2)C1)F)F